N-(2-((3S,4R)-3-fluoro-4-methoxypiperidin-1-yl)pyrimidin-4-yl)-5-isopropyl-8-((2R,3S)-2-methyl-3-(methylsulfinyl)azetidin-1-yl)isoquinolin-3-amine F[C@H]1CN(CC[C@H]1OC)C1=NC=CC(=N1)NC=1N=CC2=C(C=CC(=C2C1)C(C)C)N1[C@@H]([C@H](C1)S(=O)C)C